COC(=O)C1=NC=C(C=C1F)OCCN(C)OC 3-fluoro-5-{2-[methoxy(methyl)amino]ethoxy}pyridine-2-carboxylic acid methyl ester